N-(5-cyclopentyl-1H-pyrazol-3-yl)-3-cyclopropyl-2H-pyrazolo[3,4-b]pyridin-6-amine C1(CCCC1)C1=CC(=NN1)NC=1C=CC=2C(N1)=NNC2C2CC2